(E)-α-cyano-3,4-dihydroxycinnamoyl-piperazine C(#N)/C(/C(=O)N1CCNCC1)=C\C1=CC(=C(C=C1)O)O